C(CCCCCCCC(=O)OCC)(=O)OCC 1,9-diethyl azelate